N-[(2S)-5-[[(1R,2S)-2-(4-fluorophenyl)cyclopropyl]amino]-1-(4-cyanopiperidin-1-yl)-1-oxopentan-2-yl]-4-(1H-1,2,3-triazol-1-yl)benzamide FC1=CC=C(C=C1)[C@H]1[C@@H](C1)NCCC[C@@H](C(=O)N1CCC(CC1)C#N)NC(C1=CC=C(C=C1)N1N=NC=C1)=O